FC1=C(CNC(=O)C=2SC(=CC2)S(=O)(=O)NC)C=CC(=C1)C(F)(F)F N-(2-fluoro-4-(trifluoromethyl)benzyl)-5-(N-methylaminosulfonyl)thiophene-2-carboxamide